CC1(CN(CC1)C(=O)C1=CC=C(C=C1)C=1C=C2CCN(C(C2=CC1)=O)C=1C=CC(=C(C1)NS(=O)(=O)C)OCOCCOC)C N-(5-(6-(4-(3,3-dimethylpyrrolidine-1-carbonyl)phenyl)-1-oxo-3,4-dihydroisoquinolin-2(1H)-yl)-2-((2-methoxyethoxy)methoxy)phenyl)methanesulfonamide